3,5-diethyl-aminobenzene C(C)C=1C=C(C=C(C1)CC)N